C(C)(C)(C)N1CCC2(CC1)[C@@H](C1=CC(=CC=C1C2)Br)N[S@](=O)C(C)(C)C tert-butyl-(1S)-6-bromo-1-{[(R)-2-methylpropane-2-sulfinyl]amino}-1,3-dihydrospiro[indene-2,4'-piperidine]